5-chloro-2-methyl-N-((1r,4r)-4-((3-(5-(methyl-amino)pyridin-3-yl)-2-oxo-2,3-dihydro-1H-benzo[d]imidazol-1-yl)methyl)cyclohexyl)nicotinamide ClC=1C=NC(=C(C(=O)NC2CCC(CC2)CN2C(N(C3=C2C=CC=C3)C=3C=NC=C(C3)NC)=O)C1)C